(2s,4s)-2-(4-bromo-7-hydroxynaphthalen-1-yl)piperidin-4-ol BrC1=CC=C(C2=CC(=CC=C12)O)[C@H]1NCC[C@@H](C1)O